N-(3-(5-(2-chloro-4-fluorophenyl)-1H-pyrrolo[2,3-b]pyridine-3-carbonyl)-2,6-difluorophenyl)-propane-1-sulfonamide ClC1=C(C=CC(=C1)F)C=1C=C2C(=NC1)NC=C2C(=O)C=2C(=C(C(=CC2)F)NS(=O)(=O)CCC)F